Methyl 5-[3-(cyclobutylmethoxy)phenyl]-1-(1-methyl-1H-indazol-7-yl)-1H-pyrazole-3-carboxylate C1(CCC1)COC=1C=C(C=CC1)C1=CC(=NN1C=1C=CC=C2C=NN(C12)C)C(=O)OC